N1C=NC2=C1C=CC=C2N2CC(CC2)N(C)C 1-(1H-benzo[d]imidazol-4-yl)-N,N-dimethylpyrrolidin-3-amine